2-AMINONAPHTHALENE-5-BORONIC ACID NC1=CC=2C=CC=C(C2C=C1)B(O)O